COC(C1=CC=C(C=C1)C=1N=NN(C1)C)=O.C(C)OC1=NC(=CC=C1)C1=CN=CO1 2-ethoxy-6-(1,3-oxazol-5-yl)pyridine methyl-4-(1-methyl-1H-1,2,3-triazol-4-yl)benzoate